[Na].CC(CS(=O)(=O)O)(C)NC(C=C)=O N-(1,1-dimethyl-2-sulfoethyl)acrylamide sodium